C(=O)O.N1CC(C1)C1=NC=C(C=N1)C1=CC2=C(N=C3N2[C@H]2C4=C(C(N([C@@H]3C2)C([2H])([2H])[2H])=O)C=CC=C4C#CC)C=C1 (7R,14R)-11-(2-(azetidin-3-yl)pyrimidin-5-yl)-6-(methyl-d3)-1-(prop-1-yn-1-yl)-6,7-dihydro-7,14-methanobenzo[f]benzo[4,5]imidazo[1,2-a][1,4]diazocin-5(14H)-one formate